2-amino-1-(4-chlorophenyl)ethanone NCC(=O)C1=CC=C(C=C1)Cl